[N+](=O)([O-])C1=CC=C(OC(=O)OCC2=CC=C(C=C2)NC([C@H](C)NC([C@H](C)NC(OC(C)(C)C)=O)=O)=O)C=C1 tert-butyl ((S)-1-(((s)-1-((4-((((4-nitrophenoxy)carbonyl)oxy)methyl)phenyl)amino)-1-oxopropan-2-yl)amino)-1-oxopropan-2-yl)carbamate